9,9-difluoro-9H-fluoren-2-amine FC1(C2=CC=CC=C2C=2C=CC(=CC12)N)F